Cl.N[C@H](C(=O)NC1=CC=C(C=C1)C=1C(=NN(C1C)COCC[Si](C)(C)C)C)C1CCC(CC1)C (2S)-2-amino-N-[4-[3,5-dimethyl-1-(2-trimethylsilylethoxymethyl)pyrazol-4-yl]phenyl]-2-(4-methylcyclohexyl)acetamide hydrochloride